3α,7α-dihydroxy-5α-cholanic acid O[C@H]1C[C@@H]2C[C@H]([C@H]3[C@@H]4CC[C@H]([C@@H](CCC(=O)O)C)[C@]4(CC[C@@H]3[C@]2(CC1)C)C)O